1-N-Boc-pyrrole-2-boronic acid B(C1=CC=CN1C(=O)OC(C)(C)C)(O)O